3-hydroxy-4-(methoxyamino)-4-oxo-1-phenylbutan OC(CCC1=CC=CC=C1)C(=O)NOC